(+-)-trans-N-(8-amino-6-chloro-2,7-naphthyridin-3-yl)-2-(methoxymethyl)cyclopropanecarboxamide NC=1N=C(C=C2C=C(N=CC12)NC(=O)[C@H]1[C@@H](C1)COC)Cl |r|